ClC=1C=CC=C2C=CC(=NC12)N(C1=CC=C(C=C1)OC(F)(F)F)CCCCN1CCOCC1 8-chloro-N-(4-morpholinobutyl)-N-(4-(trifluoromethoxy)phenyl)quinolin-2-amine